2-[(2S)-4-[7-(8-iodo-1-naphthyl)-2-[[(2S)-1-methylpyrrolidin-2-yl]methoxy]-6,8-dihydro-5H-pyrido[3,4-d]pyrimidin-4-yl]-1-prop-2-enoyl-piperazin-2-yl]acetonitrile IC=1C=CC=C2C=CC=C(C12)N1CC=2N=C(N=C(C2CC1)N1C[C@@H](N(CC1)C(C=C)=O)CC#N)OC[C@H]1N(CCC1)C